FC(C1=NN(C=C1NC(=O)C=1N=C(OC1)C1=CC=NC=C1)C1CCC(CC1)C=O)F N-[3-(difluoromethyl)-1-(4-formylcyclohexyl)pyrazol-4-yl]-2-(4-pyridyl)oxazole-4-carboxamide